(S)-2-(2-fluoro-4-(pyrrolidin-2-yl)phenyl)-N-(3-(4-fluoropiperidin-1-yl)propyl)-3-methylbenzo[d]imidazo[2,1-b]thiazole-7-carboxamide FC1=C(C=CC(=C1)[C@H]1NCCC1)C=1N=C2SC3=C(N2C1C)C=CC(=C3)C(=O)NCCCN3CCC(CC3)F